(R)-N-(1-(4-(6-((5-(2,6-diazaspiro[3.3]heptan-2-yl)pyridin-2-yl)amino)pyrimidin-4-yl)-2-methylphenyl)ethyl)-3-(tert-butyl)-1,2,4-oxadiazole-5-carboxamide C1N(CC12CNC2)C=2C=CC(=NC2)NC2=CC(=NC=N2)C2=CC(=C(C=C2)[C@@H](C)NC(=O)C2=NC(=NO2)C(C)(C)C)C